[1-(3-ethyl-3-oxetanylmethoxy)ethyl]phenyl ether C(C)C1(COC1)COC(C)OC1=CC=CC=C1